C(C)C1OC1C1=CC=CC=C1 ethyl-3-phenyl-oxirane